CN1C=NC=C1C=1C=CC2=C(N=C(O2)C2=CC(=NC=C2)C(=O)O)C1 4-(5-(1-methyl-1H-imidazol-5-yl)benzo[d]oxazol-2-yl)picolinic acid